tert-butyl (S)-3-((4-(N-(2,4-dimethoxybenzyl)-N-(6-fluoropyridin-2-yl)sulfamoyl)-3,5-difluoro-2-methylphenyl)amino)pyrrolidine-1-carboxylate COC1=C(CN(S(=O)(=O)C2=C(C(=C(C=C2F)N[C@@H]2CN(CC2)C(=O)OC(C)(C)C)C)F)C2=NC(=CC=C2)F)C=CC(=C1)OC